O[C@@H]1[C@@H](CCC1)NC(=O)C=1C(N(N=C(C1)C1=CC=C(C=C1)OC(F)(F)F)C=1C=NC=CC1)=O N-[(cis)-2-hydroxycyclopentyl]-3-oxo-2-(pyridin-3-yl)-6-[4-(trifluoromethoxy)phenyl]-2,3-dihydropyridazine-4-carboxamide